ClC1=CC=C(C=C1)S(=O)(=O)C/C(=C/CN)/F (Z)-4-(4-Chlorophenylsulfonyl)-3-fluorobut-2-en-1-amin